9,9'-(5-bromo-1,3-phenylene)bis(9H-carbazole) BrC=1C=C(C=C(C1)N1C2=CC=CC=C2C=2C=CC=CC12)N1C2=CC=CC=C2C=2C=CC=CC12